N[C@@H]([C@H]1CNC=2C=CC=C(C2N1)C#N)C1=CC=CC=C1 (3R)-3-[(R)-amino(phenyl)methyl]-1,2,3,4-tetrahydroquinoxaline-5-carbonitrile